CC1=C(C(=O)P([O-])([O-])=O)C(=CC(=C1)C)C.[Li+].[Li+] lithium 2,4,6-trimethylbenzoylphosphonate